(Z)-1-acetyl-3-((5-tert-butyl-2-iodo-1H-imidazol-4-yl)methylene)piperazine-2,5-dione C(C)(=O)N1C(/C(/NC(C1)=O)=C/C=1N=C(NC1C(C)(C)C)I)=O